CC=1[C@@H]([C@@H]([C@@H](CC1)C)C)O (1R,5R,6R)-2,5,6-trimethylcyclohex-2-en-1-ol